ClC1=CC=C(C(=N1)C(F)(F)F)NC(=O)C=1C=NC(=NC1)C1CC1 N-[6-chloro-2-(trifluoromethyl)pyridin-3-yl]-2-cyclopropylpyrimidine-5-carboxamide